IC1=CC(=NC(=C1)N1CCOCC1)NC1(COCC1)C 4-iodo-N-(3-methyloxolan-3-yl)-6-(morpholin-4-yl)pyridin-2-amine